BrCCCC=1NC=CN1 3-bromopropyl-imidazole